5-Iodo-7-((trans)-4-((S)-3-methylpiperazin-1-yl)cyclohexyl)-7H-pyrrolo[2,3-d]pyrimidin-4-amine IC1=CN(C=2N=CN=C(C21)N)[C@@H]2CC[C@H](CC2)N2C[C@@H](NCC2)C